3-[3-(4'-bromobiphenyl-4-yl)-1,2,3,4-tetrahydro-1-naphthyl]-4-hydroxycoumarin BrC1=CC=C(C=C1)C1=CC=C(C=C1)C1CC(C2=CC=CC=C2C1)C=1C(OC2=CC=CC=C2C1O)=O